C(C)(C)(C)OC(=O)NC(/C=C/C(=O)OCC)C ethyl (E)-4-(tert-butoxycarbonylamino)pent-2-enoate